2-(2-Cyclopropylphenyl)-9-(4-(5-(hydroxymethyl)-3-methyl-1H-pyrazol-1-yl)benzyl)-7,9-dihydro-8H-purin-8-one C1(CC1)C1=C(C=CC=C1)C1=NC=C2NC(N(C2=N1)CC1=CC=C(C=C1)N1N=C(C=C1CO)C)=O